Cl.CN(C1=N[C@@H](N=C(N1)N)C)C (6R)-N2,N2,6-trimethyl-3,6-dihydro-1,3,5-triazine-2,4-diamine hydrochloride